cis-3-hexen-3-yl butyrate C(CCC)(=O)OC(CC)=CCC